BrC=1C=C(C(=C(C1)[N+](=O)[O-])CBr)OC 5-bromo-2-(bromomethyl)-3-methoxy-1-nitrobenzene